N-(3-(2-((4-(4-methylpiperazin-1-yl)thiophen-2-yl)amino)quinazolin-8-yl)phenyl)acrylamide tert-butyl-(R)-3-((6-ethoxy-8-methylisoquinolin-1-yl)amino)piperidine-1-carboxylate C(C)(C)(C)OC(=O)N1C[C@@H](CCC1)NC1=NC=CC2=CC(=CC(=C12)C)OCC.CN1CCN(CC1)C=1C=C(SC1)NC1=NC2=C(C=CC=C2C=N1)C=1C=C(C=CC1)NC(C=C)=O